6-cyclopropoxy-N-(pyrazolo[1,5-c]pyrimidin-3-yl)-2H-indazole-5-carboxamide C1(CC1)OC=1C(=CC2=CNN=C2C1)C(=O)NC=1C=NN2C=NC=CC21